N-(heptadecan-9-yl)-8-((2-hydroxyethyl)(6-oxo-6-(undecylamino)hexyl)amino)octanamide CCCCCCCCC(CCCCCCCC)NC(CCCCCCCN(CCCCCC(NCCCCCCCCCCC)=O)CCO)=O